4-[2-(difluoromethyl)-3,3-difluoro-2-methyl-propionyl]-3,5-dihydro-2H-pyrido[3,4-f][1,4]oxazepine-9-Carbonitrile FC(C(C(=O)N1CCOC2=C(C1)C=NC=C2C#N)(C(F)F)C)F